(adamantan-1-yl)methyl (4-bromobutyl) carbonate C(OCC12CC3CC(CC(C1)C3)C2)(OCCCCBr)=O